OC1=C(C(=CC(=C1)C(F)(F)F)C)C=1C=CC=2C(N1)=NN(C2[C@H](C)O)C2CCC(N(C2)C(C)C)=O 5-(6-(2-hydroxy-6-methyl-4-(trifluoromethyl)phenyl)-3-((S)-1-hydroxyethyl)-2H-pyrazolo[3,4-b]pyridin-2-yl)-1-isopropylpiperidin-2-one